NC1=NC=2C=CC(=CC2C2=C1[C@H](OC2)C)C(=O)N(CC2=NC=C(C=C2)C(F)(F)F)CC(C)C (3R)-4-amino-3-methyl-N-(2-methylpropyl)-N-((5-(trifluoromethyl)-2-pyridinyl)methyl)-1,3-dihydrofuro[3,4-c]quinoline-8-carboxamide